2-(1,3-dimethyl-1H-pyrazol-4-yl)-N-(5-(2-(3-methoxypyrrolidin-1-yl)acetamido)-2-methylpyridin-3-yl)pyrazolo[5,1-b]Thiazole-7-carboxamide CN1N=C(C(=C1)C1=CN2C(S1)=C(C=N2)C(=O)NC=2C(=NC=C(C2)NC(CN2CC(CC2)OC)=O)C)C